NC1=NC=CC2=C1C(=NN2[C@H]2C[C@@H](N(C2)C(C=C)=O)C(F)F)C#CC2=CC1=C(N(C=N1)C)C=C2F 1-((2R,4S)-4-(4-amino-3-((6-fluoro-1-methyl-1H-benzo[d]imidazol-5-yl)ethynyl)-1H-pyrazolo[4,3-c]pyridin-1-yl)-2-(difluoromethyl)pyrrolidin-1-yl)prop-2-en-1-one